N1(C=NC=C1)CC#CC1=CC2=C(OC[C@@H](C(N2C)=O)NC(C(=O)NCCC2=CC=CC=C2)=O)C=C1 (S)-N1-(7-(3-(1H-imidazol-1-yl)prop-1-yn-1-yl)-5-methyl-4-oxo-2,3,4,5-tetrahydrobenzo[b][1,4]oxazepin-3-yl)-N2-phenethyloxalamide